C1(=CC=CC=C1)C=1C(=NC=CC1)C1N(CCC1)C1=NC(=CC(=C1)C(F)(F)F)C(F)(F)F 2-[2-(3-phenylpyridin-2-yl)pyrrolidin-1-yl]-4,6-bis(trifluoromethyl)pyridine